CN1C=C(C=CC1=O)C(=O)[O-] 1-methyl-6-oxo-1,6-dihydropyridine-3-carboxylate